cis-8-methylamino-8-phenyl-3-(1H-[1,2,3]triazol-4-yl-methyl)-1,3-diazaspiro[4.5]decan-2-one CNC1(CCC2(CN(C(N2)=O)CC=2N=NNC2)CC1)C1=CC=CC=C1